[Na+].B([O-])([O-])[O-].[Na+].[Na+] Boric acid sodium salt